[4-(4-butyl) benzylideneamino-2-pentyl] propionate C(CC)(=O)OC(C)CCCN=CC1=CC=C(C=C1)CCCC